4-(1-(3-chloro-4-trifluoromethyl-benzyl)-2-methyl-1H-imidazo[4,5-b]pyrazin-6-yl)-6-methyl-1H-pyrrolo[2,3-c]pyridin-7(6H)-one ClC=1C=C(CN2C(=NC=3C2=NC(=CN3)C=3C2=C(C(N(C3)C)=O)NC=C2)C)C=CC1C(F)(F)F